(S)-ethyl 3-aminopropanoate NCCC(=O)OCC